C1(CC1)C1=CC=C(C=C1)C1=NC2=C(N1)C=CC(=C2)N 2-(4-cyclopropylphenyl)-1H-benzo[d]imidazol-5-amine